C(C)(=O)N[C@@H]1[C@H](C[C@](O[C@H]1[C@@H]([C@@H](CNC(C1=CC(=CC=C1)OC1=CC=CC=C1)=O)O)O)(C(=O)O)OCCOCCOCC#C)O (2S,4S,5R,6R)-5-acetamido-6-((1R,2R)-1,2-dihydroxy-3-(3-phenoxybenzamido)propyl)-4-hydroxy-2-(2-(2-(prop-2-yn-1-yloxy)ethoxy)ethoxy)tetrahydro-2H-pyran-2-carboxylic acid